N-hexyl-guanine ammonium chloride [Cl-].[NH4+].C(CCCCC)NC=1NC(C=2NC=NC2N1)=O